OC(CC(=O)[O-])CC.[Ca+2].OC(CC(=O)[O-])CC calcium beta-hydroxypentanoate salt